CC=1C=C2C(=CN=CC2=CC1)N1C(C2=CC(=CC(=C2CC1)C=1C(=NN(C1)C)C(F)(F)F)C(=O)OC)=O methyl 6'-methyl-5-(1-methyl-3-(trifluoromethyl)-1H-pyrazol-4-yl)-1-oxo-3,4-dihydro-1H-[2,4'-biisoquinoline]-7-carboxylate